[6-(5-Fluoro-1H-pyrazol-4-yl)-1-[[(2S)-1-methylazetidin-2-yl]methyl]indol-3-yl]-(6-methoxychroman-3-yl)methanone FC1=C(C=NN1)C1=CC=C2C(=CN(C2=C1)C[C@H]1N(CC1)C)C(=O)C1COC2=CC=C(C=C2C1)OC